N1=CC(=CC=C1)/C=C/C1=CC=C(OC2CN(C2)C=2C=CC=C(C2C2=CC=CC=C2)C(=O)OC)C=C1 methyl (E)-6-(3-(4-(2-(pyridin-3-yl)vinyl)phenoxy)azetidin-1-yl)-[1,1'-biphenyl]-2-carboxylate